CC1=NC(=NC(=C1C#N)C)N1C=NC(=C1)CN1C[C@@H](N[C@@H](C1)C=1C(=C2COC(C2=CC1)=O)C)C 4,6-dimethyl-2-(4-(((3S,5R)-3-methyl-5-(4-methyl-1-oxo-1,3-dihydroisobenzofuran-5-yl)piperazin-1-yl)methyl)-1H-imidazol-1-yl)pyrimidine-5-carbonitrile